CC1NC(C2(N3C1=CC1=C3N=C(N=C1)NC1=CC=C(C=C1)S(=O)(=O)N)CCCCC2)C 4-((6',8'-dimethyl-7',8'-dihydro-6'H-spiro[cyclohexane-1,9'-pyrazino[1',2':1,5]pyrrolo[2,3-d]pyrimidin]-2'-yl)amino)benzenesulfonamide